N-(2-Methyl-5-nitrophenyl)-2-(naphthalen-1-yl)acetamide CC1=C(C=C(C=C1)[N+](=O)[O-])NC(CC1=CC=CC2=CC=CC=C12)=O